FC=1C=C(C=CC1)C1=C(OC2=CC=CC=C2C1=O)[C@@H](CC)NC1=C2N=C(NC2=NC=N1)O (R)-3-(3-Fluorophenyl)-2-(1-((8-hydroxy-9H-purin-6-yl)amino)propyl)-4H-chromen-4-on